FC1=CC=C(C=C1)C1=NC=CC(=C1)B(O)O (2-(4-fluorophenyl)pyridin-4-yl)boronic acid